N[C@H](C(=O)OC)CCN=[N+]=[N-] (S)-methyl 2-amino-4-azidobutyrate